3-((3-bromophenyl)amino)propionic acid BrC=1C=C(C=CC1)NCCC(=O)O